tert-butyl (1-(5-((2,3-dichlorophenyl)amino)-6-methylpyrazin-2-yl)-4-methylpiperidin-4-yl)carbamate ClC1=C(C=CC=C1Cl)NC=1N=CC(=NC1C)N1CCC(CC1)(C)NC(OC(C)(C)C)=O